[3-(Methacryloylamino)propyl]-trimethyl-ammonium chloride [Cl-].C(C(=C)C)(=O)NCCC[N+](C)(C)C